C(C)OC([C@@H](CCC(=O)O)NC([C@H](C(C)(C)C)NC(C(C)(C)C1=CC=C(C=C1)F)=O)=O)=O (R)-5-ethoxy-4-((S)-2-(2-(4-fluorophenyl)-2-methylpropanamido)-3,3-dimethylbutanamido)-5-oxopentanoic acid